C1(CCCCC1)N[C@H](CC1CCCCC1)C(=O)N1[C@@H](CN(CC1)C(=O)OC1=CC=C2C=CN=CC2=C1)C(NCC=1SC=CC1)=O isoquinolin-7-yl (3S)-4-(N,3-dicyclohexyl-D-alanyl)-3-[(thiophen-2-ylmethyl)carbamoyl]piperazine-1-carboxylate